N-(5-Chloro-6-(1-methyl-1H-imidazol-2-yl)pyridin-3-yl)-1-(isochinolin-4-yl)-5-(trifluoromethyl)-1H-pyrazol-4-carboxamid ClC=1C=C(C=NC1C=1N(C=CN1)C)NC(=O)C=1C=NN(C1C(F)(F)F)C1=CN=CC2=CC=CC=C12